4-(4-(4-aminobut-1-yn-1-yl)-3-(hydroxymethyl)phenyl)piperazin NCCC#CC1=C(C=C(C=C1)N1CCNCC1)CO